(R)-2-(((tert-butyldimethylsilyl)oxy)methyl)-8-chloro-1-(2,6-dichlorophenyl)-5-((2,2-dimethyl-1,3-dioxolan-4-yl)methoxy)-1,6-naphthyridin-4(1H)-one [Si](C)(C)(C(C)(C)C)OCC=1N(C2=C(C=NC(=C2C(C1)=O)OC[C@H]1OC(OC1)(C)C)Cl)C1=C(C=CC=C1Cl)Cl